FC(C1=NN=C(O1)CC(=O)OCC1=CC=CC=C1)(F)F benzyl 2-(5-(trifluoromethyl)-1,3,4-oxadiazol-2-yl)acetate